CN1C(=NC2=C1C=CC(=C2)C(=O)N2C[C@@H](CCC2)NC(OC(C)(C)C)=O)C=2N(C1=CC=CC=C1C2)CCOC 1,1-dimethylethyl {(3R)-1-[(1-methyl-2-{1-[2-(methyloxy)ethyl]-1H-indol-2-yl}-1H-benzimidazol-5-yl)carbonyl]-3-piperidinyl}carbamate